ClC=1C=C(C=C(C1OC1=CC2=C(NC(N2C2(CC2)C(F)F)=O)C=C1)Cl)N1N=C(C(NC1=O)=O)C#N 2-(3,5-dichloro-4-((3-(1-(difluoromethyl)cyclopropyl)-2-oxo-2,3-dihydro-1H-benzo[d]imidazol-5-yl)oxy)phenyl)-3,5-dioxo-2,3,4,5-tetrahydro-1,2,4-triazine-6-carbonitrile